(12R)-caproyloxyoleic acid methyl ester COC(C(CCCCCC\C=C/CCCCCCCC)OC(CCCCC)=O)=O